Ethyl 2-(2,6-dimethyl-4-((3-(4-(methylsulfonyl) phenyl)-2,5-dioxoimidazolin-1-yl) methyl) phenoxy)-2-methylpropionate CC1=C(OC(C(=O)OCC)(C)C)C(=CC(=C1)CN1C(N(CC1=O)C1=CC=C(C=C1)S(=O)(=O)C)=O)C